[Si](C)(C)(C(C)(C)C)OC1=CC2=C(N=C(S2)\C=C\C=2C=C3C=NN(C3=CC2)CCF)C=C1 (E)-6-((tert-butyldimethylsilyl)oxy)-2-(2-(1-(2-fluoroethyl)-1H-indazol-5-yl)vinyl)benzo[d]thiazole